4-[(2R)-2-hydroxypropoxy]-3-methoxybenzoic acid O[C@@H](COC1=C(C=C(C(=O)O)C=C1)OC)C